NC=1C2=C(N=CN1)N(C(=C2C2=CC(=C(C=C2)OC2=NC(=CC=C2)C)F)C2=CC=C(C=C2)NC(C=C)=O)C N-(4-(4-amino-5-(3-fluoro-4-((6-methylpyridin-2-yl)oxy)phenyl)-7-methyl-7H-pyrrolo[2,3-d]pyrimidin-6-yl)phenyl)acrylamide